ethyl(tert-butoxycarbonyl) methioninate N[C@@H](CCSC)C(=O)OC(=O)OC(CCC)(C)C